FC(C(=NO)C1=CC=C(C=C1)OS(=O)(=O)C)(F)F 2,2,2-trifluoro-1-[4-methylsulfonyloxyphenyl]-ethanone oxime